C(N)(=O)C1=C(C(=O)[O-])C=CC=C1 2-carbamoyl-benzoic acid anion